N1=C(C=NC(=C1)C(=O)N)C(=O)N pyrazine-2,5-biscarboxamide